OCC=1C=C(C=CC1C)C(C(C(=O)OC)(C)C)C1=C(C=2N(C=C1)C(=NN2)C(F)(F)F)C methyl 3-(3-(hydroxy methyl)-4-methylphenyl)-2,2-dimethyl-3-(8-methyl-3-(trifluoromethyl)-[1,2,4]triazolo[4,3-a]pyridine-7-yl)propanoate